1-[3-(6-Chloro-1-methyl-9H-pyrido[3,4-b]indol-8-yl)-phenyl]-3-(2,4-difluoro-phenyl)-urea ClC=1C=C2C3=C(NC2=C(C1)C=1C=C(C=CC1)NC(=O)NC1=C(C=C(C=C1)F)F)C(=NC=C3)C